2-(carbamoylmethylamino)ethanesulfonic Acid C(N)(=O)CNCCS(=O)(=O)O